N-[(4S)-3,4-dihydro-2H-chromen-4-yl]-7-fluoro-4-(1-oxidothietan-3-yl)-8-(2,3,5-trifluorophenyl)quinoline-3-carboxamide O1CC[C@@H](C2=CC=CC=C12)NC(=O)C=1C=NC2=C(C(=CC=C2C1C1CS(C1)=O)F)C1=C(C(=CC(=C1)F)F)F